3-((1R,3R)-1-(2,6-difluoro-4-(((S)-1-(3-fluoropropyl)pyrrolidin-3-yl)amino)phenyl)-3,6-dimethyl-1,3,4,9-tetrahydro-2H-pyrido[3,4-b]indol-2-yl)-2,2-difluoropropan-1-ol FC1=C(C(=CC(=C1)N[C@@H]1CN(CC1)CCCF)F)[C@H]1N([C@@H](CC2=C1NC1=CC=C(C=C21)C)C)CC(CO)(F)F